[N+](=S)([O-])C1=C(C(=O)[O-])C=CC=C1 thionitrobenzoic acid anion